methyl 2-[1-oxo-4-(trifluoromethylsulfonyloxy)-[1,2,4]triazino[4,5-a]indol-2-yl]acetate O=C1N(N=C(N2C1=CC=1C=CC=CC21)OS(=O)(=O)C(F)(F)F)CC(=O)OC